(S)-5-((5-(imidazo[1,2-b]pyridazin-6-yl)-7H-pyrrolo[2,3-d]pyrimidin-2-yl)amino)-1-methylpiperidin-2-one N=1C=CN2N=C(C=CC21)C2=CNC=1N=C(N=CC12)N[C@H]1CCC(N(C1)C)=O